N-((5-bromopyridin-2-yl)methyl)-1-methyl-1H-pyrazol-4-amine BrC=1C=CC(=NC1)CNC=1C=NN(C1)C